3-[3-fluoro-4-[(4-iodopyrazol-1-yl)methyl]phenyl]-5-(trifluoromethyl)-1,2,4-oxadiazole FC=1C=C(C=CC1CN1N=CC(=C1)I)C1=NOC(=N1)C(F)(F)F